C(OC(CNC=1N=NC(=C2C1C=NC=C2)C2=C(C=CC=C2)O)(C)C)([2H])([2H])[2H] 2-(4-((2-(methoxy-d3)-2-methylpropyl)amino)pyrido[3,4-d]pyridazin-1-yl)phenol